(E)-6-(4-(dimethylamino)styryl)-N-(1-methyl-5-((1-methyl-5-((4-(piperidin-1-yl)butyl)carbamoyl)-1H-pyrrol-3-yl)carbamoyl)-1H-pyrrol-3-yl)nicotinamide CN(C1=CC=C(/C=C/C2=NC=C(C(=O)NC3=CN(C(=C3)C(NC3=CN(C(=C3)C(NCCCCN3CCCCC3)=O)C)=O)C)C=C2)C=C1)C